CC1(CCC1)OC(/C=C/C(=O)O)=O (E)-4-(1-methylcyclobutoxy)-4-oxobut-2-enoic acid